[Si](C)(C)(C(C)(C)C)OC(C[C@@H](CC=C)N[S@@](=O)C(C)(C)C)C(F)(F)F (S)-N-((4R)-6-((tert-butyldimethylsilyl)oxy)-7,7,7-trifluorohept-1-en-4-yl)-2-methylpropane-2-sulfinamide